BrS(=O)(=O)[O-].[Na+] sodium bromosulfonate